[4-fluoro-3-(trifluoromethoxy)phenyl]methanamine FC1=C(C=C(C=C1)CN)OC(F)(F)F